C=1(C(=CC(C=CC)=CC1)S(=O)(=O)[O-])OC anetholesulfonate